2-chloro-4-phenyl-6-(2-(spiro[cyclohexane-1,9'-fluoren]-2'-yl)phenyl)-1,3,5-triazine ClC1=NC(=NC(=N1)C1=CC=CC=C1)C1=C(C=CC=C1)C1=CC=2C3(C4=CC=CC=C4C2C=C1)CCCCC3